2-[(6S)-6-[5-(trifluoromethyl)pyrazin-2-yl]oxy-2-azaspiro[3.4]octane-2-carbonyl]-7-oxa-2,5-diazaspiro[3.4]octan-6-one FC(C=1N=CC(=NC1)O[C@@H]1CC2(CN(C2)C(=O)N2CC3(C2)NC(OC3)=O)CC1)(F)F